4,7-difluoro-2,3-dihydro-1H-indene-1-one FC1=C2CCC(C2=C(C=C1)F)=O